C(C)(C)(C)OC(=O)N([C@@H](CCCCN)C(=O)N)C1C(CCCC1)C(N)=O (tert-butoxycarbonyl)-N-(2-carbamoylcyclohexyl)-L-lysylamine